C(C)OC(=O)C=1N=C2N(C=CC=C2)C1[N+](=O)[O-] 3-nitroimidazo[1,2-a]pyridine-2-carboxylic acid ethyl ester